1-(2-nitrophenyl)cyclopropane-1-carboxylic acid [N+](=O)([O-])C1=C(C=CC=C1)C1(CC1)C(=O)O